C(CCCCCCCCCCCCCCC)O[C@@H](COCOCC[N+](C)(C)C)COCCCCCCCCCCCCCCCC |r| rac-[2-(2,3-dihexadecyloxypropyl-oxymethyloxy)ethyl]trimethylammonium